C(N)(=N)C=1C=C(SC1)CCNC(OC(C)(C)C)=O tert-butyl (2-(4-carbamimidoylthiophen-2-yl)ethyl)carbamate